3-(6-chloro-5-(2'-fluoro-6'-hydroxy-[1,1'-biphenyl]-4-yl)-1H-indazol-3-yl)propanoic acid ClC1=C(C=C2C(=NNC2=C1)CCC(=O)O)C1=CC=C(C=C1)C1=C(C=CC=C1O)F